C(C)(C)(C)OC(N(C)C1CCC(CC1)N)=O (1R,4R)-4-aminocyclohexyl-(methyl)carbamic acid tert-butyl ester